C(#N)C[C@@H]1N(CCN(C1)C=1C2=C(N=C(N1)OCC1(N(CCC1)C)C)CNCC2)C(=O)OC(C)(C)C tert-butyl (2S)-2-(cyanomethyl)-4-(2-((1,2-dimethylpyrrolidin-2-yl)methoxy)-5,6,7,8-tetrahydropyrido[3,4-d]pyrimidin-4-yl)piperazine-1-carboxylate